NC1=C(C=C(C=N1)C=1N=C(N(C1)C12CC(C1)C2)C(C(C)C)O)C(F)(F)F 1-(4-(6-amino-5-(trifluoromethyl)pyridin-3-yl)-1-(bicyclo[1.1.1]pentan-1-yl)-1H-imidazol-2-yl)-2-methylpropan-1-ol